N-[5-[1-[[3-chloro-5-(trifluoromethyl)benzoyl]amino]ethyl]-1-pyrimidin-2-yl-1,2,4-triazol-3-yl]carbamic acid tert-butyl ester C(C)(C)(C)OC(NC1=NN(C(=N1)C(C)NC(C1=CC(=CC(=C1)C(F)(F)F)Cl)=O)C1=NC=CC=N1)=O